2-cyclohexyl-2-(2-(tris(4-chlorophenyl)silyl)ethyl)-1,3-dimethoxypropane C1(CCCCC1)C(COC)(COC)CC[Si](C1=CC=C(C=C1)Cl)(C1=CC=C(C=C1)Cl)C1=CC=C(C=C1)Cl